FC(S(=O)(=O)OC1=CC(=CC2=C(C(=C(C(=C12)OC([2H])([2H])[2H])F)F)F)N=C(C1=CC=CC=C1)C1=CC=CC=C1)(F)F 3-((diphenylmethylene)amino)-5,6,7-trifluoro-8-(methoxy-d3)naphthalen-1-yl trifluoromethanesulfonate